NC1=C(C=CC(=C1)C(=O)OC)B(O)O [2-amino-4-(methoxycarbonyl)phenyl]boronic acid